5-[6-({trans-3-[4-(difluoromethyl)-3-fluorophenyl]-3-fluorocyclobutyl}oxy)pyridin-3-yl]isoxazol-3-ol FC(C1=C(C=C(C=C1)C1(CC(C1)OC1=CC=C(C=N1)C1=CC(=NO1)O)F)F)F